2-{(5R)-3-[2-(1-{[3,5-bis(difluoromethyl)-1H-pyrazol-1-yl]acetyl}piperidin-4-yl)-1,3-thiazol-4-yl]-4,5-dihydro-1,2-oxazol-5-yl}phenyl methanesulfonate CS(=O)(=O)OC1=C(C=CC=C1)[C@H]1CC(=NO1)C=1N=C(SC1)C1CCN(CC1)C(CN1N=C(C=C1C(F)F)C(F)F)=O